COC1=CC=C(C=C1)C1=NC=CC(=C1)\C=C/1\C(NC(S1)=O)=O (Z)-5-((2-(4-methoxyphenyl)pyridin-4-yl)methylene)thiazolidine-2,4-dione